C(C(O)C)(=O)OCCOCCOC(C(O)C)=O diethylene glycol dilactate